CNC(=O)C1=CC(NC2=CC=CC=C12)=O N-methyl-2-oxo-1H-quinoline-4-carboxamide